ClCCCS(=O)(=O)NCCNC(OC(C)(C)C)=O tert-butyl (2-(3-chloropropylsulfonamido)ethyl)carbamate